6-chloro-N-{(3S)-4-[2-(4-chloro-3-fluorophenoxy)acetamido]-3-hydroxybicyclo[2.2.2]oct-1-yl}-4-hydroxy-3,4-dihydro-2H-1-benzopyran-2-carboxamide ClC=1C=CC2=C(C(CC(O2)C(=O)NC23C[C@@H](C(CC2)(CC3)NC(COC3=CC(=C(C=C3)Cl)F)=O)O)O)C1